C1(=C(C=CC=C1)[C@H]1N(CCC1)C1CC2(C1)CCNCC2)C (S)-2-(2-(o-tolyl)pyrrolidin-1-yl)-7-azaspiro[3.5]nonane